N1C(=NC2=C1C=CC=C2)C2=CC=C(C=C2)C2=CC(=C1C=CC3=C(C=C(C4=CC=C2C1=C34)C3=CC=C(C=C3)C3=NC4=C(N3)C=CC=C4)C4=CC=C(C=C4)C4=NC3=C(N4)C=CC=C3)C3=CC=C(C=C3)C3=NC4=C(N3)C=CC=C4 1,3,6,8-tetrakis(4-(1H-benzo[d]imidazol-2-yl)phenyl)pyrene